C(CCC)(=O)NC(C=1C=C(C(=O)NCCCCC#CC2=C3C(N(C(C3=CC=C2)=O)C2C(NC(CC2)=O)=O)=O)C=CC1)C1=CC(=C2C=CC=NC2=C1O)C 3-(butyramido(8-hydroxy-5-methyl-quinolin-7-yl)meth-yl)-N-(6-(2-(2,6-dioxopiperidin-3-yl)-1,3-dioxoisoindolin-4-yl)hex-5-yn-1-yl)benzamide